FC1=CC(=C(C=C1)C=1CCCC2=C(C1C1=C(C=C(C=C1C)C=C1CN(C1)CCCF)F)C=CC=C2)C 8-(4-Fluoro-2-methylphenyl)-9-(2-fluoro-4-((1-(3-fluoropropyl)azetidin-3-yliden)methyl)-6-methylphenyl)-6,7-dihydro-5H-benzo[7]annulen